Cl.C(C1=CC=CC=C1)(C1=CC=CC=C1)(C1=CC=CC=C1)SCCN S-trityl-cysteamine hydrochloride